BrC=1C=C(C=O)C=C(C1)C 3-Bromo-5-Methyl-Benzaldehyd